di-n-pentylmalonic acid dipropyl ester C(CC)OC(C(C(=O)OCCC)(CCCCC)CCCCC)=O